CC([C@H](C1=NN=NN1)NC(C(=O)C1=C(C(=C2CCCCN12)C(=O)NC1=CC(=C(C=C1)F)C)C)=O)(C)C (R)-3-(2-((2,2-dimethyl-1-(1H-tetrazol-5-yl)propyl)amino)-2-oxoacetyl)-N-(4-fluoro-3-methylphenyl)-2-methyl-5,6,7,8-tetrahydroindolizine-1-carboxamide